7-Chloro-N-methyl-N-(2,2,6,6-tetramethylpiperidin-4-yl)-5H-thiazolo[5',4':5,6]pyrano[4,3-b]pyridine-2-amine ClC=1C=C2C(=NC1)C1=C(OC2)N=C(S1)N(C1CC(NC(C1)(C)C)(C)C)C